C(CCCCCCCCCCCCCCCCCCCCCCC)(=O)OCC(O)CO glyceryl monotetracosanate